C(C)(CC)[BH-](C(C)CC)C(C)CC Trisec-butylboranuide